FC1=C2N(C=3CCCCC13)CCN(C2=O)C2=NC=CC(=C2CO)C2=CN(C(C(=C2)NC2=NC=NC=C2)=O)C 10-Fluoro-2-(3-(hydroxymethyl)-4-(1-methyl-6-oxo-5-(pyrimidin-4-ylamino)-1,6-dihydropyridin-3-yl)pyridin-2-yl)-3,4,6,7,8,9-hexahydropyrazino[1,2-a]indol-1(2H)-one